3-Bromo-5-{[4-(hydroxymethyl)phenyl]sulfanyl}isonicotinic acid BrC1=C(C(=O)O)C(=CN=C1)SC1=CC=C(C=C1)CO